C(C)N1[C@H](CCC1)CNC(=O)C=1C=2C[C@H]3[C@@H](C2N(N1)C1=C(C=C(C=C1)F)F)C3 (1aS,5aS)-2-(2,4-Difluoro-phenyl)-1a,2,5,5a-tetrahydro-1H-2,3-diaza-cyclopropa[a]pentalene-4-carboxylic acid ((R)-1-ethyl-pyrrolidin-2-ylmethyl)-amide